N-(5-hydroxypyrimidin-2-yl)-4-(5-(trifluoromethyl)-pyridin-2-yl)piperazine-1-carboxamide OC=1C=NC(=NC1)NC(=O)N1CCN(CC1)C1=NC=C(C=C1)C(F)(F)F